ClC=1C(=CC(=C(C1)S(=O)(=O)NC=1SC(=CN1)F)F)NCCCCN1C[C@@H](CC1)NC 5-chloro-2-fluoro-N-(5-fluoro-1,3-thiazol-2-yl)-4-({4-[(3R)-3-(methylamino)-pyrrolidin-1-yl]butyl}-amino)-benzenesulfonamide